FC1=C(OP(=O)(OC2=CC=CC=C2)N[C@H](C)C(=O)OC(C)C)C(=C(C(=C1F)F)F)F Isopropyl ((perfluorophenoxy)(phenoxy) phosphoryl)-D-alaninate